NC1=CC=C(C=N1)C=CC(=O)NCC=1OC2=C(C1)C=C(C=C2C(F)(F)F)C2=NC=C(C=C2)CN2CCC(CC2)(F)F 3-(6-aminopyridin-3-yl)-N-((5-(5-((4,4-difluoropiperidin-1-yl)methyl)pyridin-2-yl)-7-(trifluoromethyl)benzofuran-2-yl)methyl)acrylamide